2-oxo-4H-furan O=C1OCCC1